NN1C(=NN=C1C1=CC(=CC=C1)Cl)S 4-amino-5-(3-chlorophenyl)-4H-1,2,4-triazole-3-thiol